3-allyl-4a-hydroxy-7-oxo-2,3,4,4a,5,6,7,7a-octahydro-1H-4,12-methanobenzofuro[3,2-e]isoquinolin-9-yl-(2E,4E)-hexa-2,4-dienoate C(C=C)N1C2C3(CCC(C4C3(CC1)C1=C(O4)C(=CC=C1C2)OC(\C=C\C=C\C)=O)=O)O